C1=NC=CC2=CC(=CC=C12)NC(CC(C)=O)=O N-(isoquinolin-6-yl)-3-oxobutanamide